3-tert-butylcyclohexane-1,2-dicarboxylic acid aluminum [Al].C(C)(C)(C)C1C(C(CCC1)C(=O)O)C(=O)O